NC1=C(C(=NN1[C@H]1CN(C2(CC2)CC1)C#N)C1=CC=C(C=C1)OC1=NC=C(C=C1)Cl)C(=O)N (R)-5-amino-3-(4-((5-chloropyridin-2-yl)oxy)phenyl)-1-(4-cyano-4-azaspiro[2.5]oct-6-yl)-1H-pyrazole-4-carboxamide